(2-Bromophenyl)dimethylphosphine Oxide BrC1=C(C=CC=C1)P(C)(C)=O